C(C)(C)(C)OC(=O)[C@@H]1[C@H](C1)C(C)=O (1S,2S)-2-acetylcyclopropane-1-carboxylic acid tert-butyl ester